(5-(8-amino-1-bromoimidazo[1,5-a]pyrazin-3-yl)tetrahydro-2H-pyran-2-yl)methanol NC=1C=2N(C=CN1)C(=NC2Br)C2CCC(OC2)CO